4-(4-tert-butylphenyl)-1H-indene C(C)(C)(C)C1=CC=C(C=C1)C1=C2C=CCC2=CC=C1